FC(CNC1=C(C#N)C=C(C=C1)C=1OC(=NN1)C=1C=CC2=C(N(C=N2)C)C1)(C)F 2-[(2,2-difluoro-propyl)amino]-5-[5-(1-methyl-1H-1,3-benzodiazol-6-yl)-1,3,4-oxadiazol-2-yl]benzonitrile